7-((2-hydroxyethyl)amino)-1-methyl-4-(4-(5-methylbenzo[d]oxazol-2-yl)piperidin-1-yl)-1,5-naphthyridin-2(1H)-one OCCNC1=CN=C2C(=CC(N(C2=C1)C)=O)N1CCC(CC1)C=1OC2=C(N1)C=C(C=C2)C